P(=O)([O-])([O-])O.[Na+].[Na+] Di-sodium Phosphate